N-((S)-1-(3-chlorophenyl)-2-hydroxyethyl)-1-(5-methyl-2-((tetrahydrofuran-3-yl)amino)pyrimidin-4-yl)-1H-pyrrole-3-carboxamide ClC=1C=C(C=CC1)[C@@H](CO)NC(=O)C1=CN(C=C1)C1=NC(=NC=C1C)NC1COCC1